N[C@H]1CN(CCC1)C(=O)C1=CC=2N(C=C1)C(=C(N2)C=2N(C1=CC(=CC=C1C2)OC)CC)C (R)-(3-aminopiperidin-1-yl)(2-(1-ethyl-6-methoxy-1H-indol-2-yl)-3-methylimidazo[1,2-a]pyridin-7-yl)methanone